ClC=1C=CC=C2C(=CNC12)C1=NC(=C(N=C1)OC1CNCC1)CC 7-chloro-3-[6-ethyl-5-(pyrrolidin-3-yloxy)pyrazin-2-yl]-1H-indole